NC1=CC=C(C=C1)C1=CN(C=2N=CN=C(C21)N)CCF 5-(4-Aminophenyl)-7-(2-fluoroethyl)-7H-pyrrolo[2,3-d]pyrimidin-4-ylamine